FC(=CC=1N=C2C(=NC1)N(C(C(=C2)C2CCC(CC2)C2=C(C=CC=C2C)F)=O)CC2=NC=CC=C2C(F)(F)F)F 2-(2,2-difluorovinyl)-7-((1r,4r)-4-(2-fluoro-6-methylphenyl)cyclohexyl)-5-((3-(trifluoromethyl)pyridin-2-yl)methyl)pyrido[2,3-b]pyrazin-6(5H)-one